N-(5-(6-(1-hydroxypropyl)-4-methylpyridin-3-yl)imidazo[1,2-a]thiazolo[4,5-e]pyridin-2-yl)cyclopropanecarboxamide OC(CC)C1=CC(=C(C=N1)C=1C=2N(C3=C(C1)N=C(S3)NC(=O)C3CC3)C=CN2)C